tert-butyl (6S,7s)-6-(3-bromo-2-fluorobenzyl)-7-((N,N-dimethylsulfamoyl)amino)-5-azaspiro[2.4]heptane-5-carboxylate BrC=1C(=C(C[C@@H]2N(CC3(CC3)[C@@H]2NS(N(C)C)(=O)=O)C(=O)OC(C)(C)C)C=CC1)F